BrC=1C(=C2C=CC=NC2=C(C1[N+](=O)[O-])OC)Cl 6-bromo-5-chloro-8-methoxy-7-Nitroquinoline